2,4,6-triphenylpyrylium C1(=CC=CC=C1)C1=[O+]C(=CC(=C1)C1=CC=CC=C1)C1=CC=CC=C1